C(C)(C)(C)OC1CC(N(C1)C(=O)OCC1=CC=CC=C1)C benzyl 4-(tert-butoxy)-2-methylpyrrolidine-1-carboxylate